2-[(2,6-dimethylpyridin-4-yl)methyl]-8-methyl-N-[(2S)-tetrahydrofuran-2-ylmethyl]-4,5-dihydro-2H-furo[2,3-g]indazole-7-carboxamide CC1=NC(=CC(=C1)CN1N=C2C3=C(CCC2=C1)OC(=C3C)C(=O)NC[C@H]3OCCC3)C